(R)-5-((tert-butylsulfinyl)imino)-5,7-dihydrospiro[cyclopenta[b]pyridine-6,4'-piperidine]-1'-carboxylic acid tert-butyl ester C(C)(C)(C)OC(=O)N1CCC2(CC1)C(C=1C(=NC=CC1)C2)=N[S@](=O)C(C)(C)C